4,4'-(((4-bromo-1,3-phenylene)bis(oxy))bis(methylene))bis(methoxybenzene) BrC1=C(C=C(C=C1)OCC1=CC=C(C=C1)OC)OCC1=CC=C(C=C1)OC